COC1=C(C=C(C=C1)OC)C=1C=C2C(=CC=C(C2=CC1)OC)OC 6-(2,5-dimethoxyphenyl)-1,4-dimethoxynaphthalene